N-(3-Chloro-4-methoxyphenyl)-1-methyl-3-(1-methyl-1H-indol-2-yl)-1H-indazole-5-carboxamide ClC=1C=C(C=CC1OC)NC(=O)C=1C=C2C(=NN(C2=CC1)C)C=1N(C2=CC=CC=C2C1)C